[Si](C)(C)(C(C)(C)C)OC[C@H](CN1N=C(C=C1)C1=CC=C(C=C1)OC1=NC=C(C=C1F)C1=CC=NN1C1OCCCC1)NC(OC(C)(C)C)=O tert-butyl ((2S)-1-((tert-butyldimethylsilyl)oxy)-3-(3-(4-((3-fluoro-5-(1-(tetrahydro-2H-pyran-2-yl)-1H-pyrazol-5-yl)pyridin-2-yl)oxy)phenyl)-1H-pyrazol-1-yl)propan-2-yl)carbamate